C(C1=CC=CC=C1)OC=1C=C(C=C(C1)OCC1=CC=CC=C1)C(CNC(C)(C)C)O 1-[3,5-bis(benzyloxy)phenyl]-2-(tert-butylamino)ethanol